FC(C=1C(=C(C=CC1)[C@@H](C)NC=1C2=C(N=CN1)N(C(C(=C2)C=2CCS(CC2)(=O)=N)=O)C)F)F 4-(((R)-1-(3-(difluoromethyl)-2-fluorophenyl)ethyl)amino)-6-(1-imino-1-oxido-1,2,3,6-tetrahydro-1λ6-thiopyran-4-yl)-8-methylpyrido[2,3-d]pyrimidin-7(8H)-one